2,6-bis-(2-hydroxyethyl)amino-toluene OCCNC1=C(C)C(=CC=C1)NCCO